1-(tert-butyl)-N-((3-(7-(((3S,4R)-3-fluoro-1-methylpiperidin-4-yl)amino)-3-((R)-oxiran-2-yl)pyrazolo[1,5-a]pyridin-2-yl)-1,2,4-oxadiazol-5-yl)methyl)-1H-pyrrole-3-carboxamide C(C)(C)(C)N1C=C(C=C1)C(=O)NCC1=NC(=NO1)C1=NN2C(C=CC=C2N[C@H]2[C@H](CN(CC2)C)F)=C1[C@H]1OC1